CC1(C=C(C=2OC=3C=C(C=C(C3C(C2)=O)O)OC)C=CC1(O)C)O 3',4',7-O-trimethyl-luteolin